3,3-Bis(((2-ethylhexyl)oxy)methyl)-3,4-dihydro-2H-thiophene C(C)C(COCC1(CSCC1)COCC(CCCC)CC)CCCC